C(N)(=O)C1=CC=C(C=C1)C1=CC=2C(=NC=CC2S1)N(C(C1=C(C=C(C=C1)C=1SC(=NN1)C)F)=O)[C@H]1CNCCC1 (R)-N-(2-(4-carbamoylphenyl)thieno[3,2-c]pyridin-4-yl)-2-fluoro-4-(5-methyl-1,3,4-thiadiazol-2-yl)-N-(piperidin-3-yl)benzamide